3-(9H-carbazol-9-yl)-2'-(6-((2,6-diisopropylphenylamino)methyl)pyridin-2-yl)-5-methylbiphenyl C1=CC=CC=2C3=CC=CC=C3N(C12)C=1C=C(C=C(C1)C)C1=C(C=CC=C1)C1=NC(=CC=C1)CNC1=C(C=CC=C1C(C)C)C(C)C